ClC1=CC2=C(C(=N1)N1CCCC1)C(N(C2)[C@@H](C)C2CC2)=O (S)-6-chloro-2-(1-cyclopropylethyl)-4-(pyrrolidin-1-yl)-1,2-dihydro-3H-pyrrolo[3,4-c]pyridin-3-one